C(C(C)(C)C)OC(=O)[C@H](O)[C@@H](O)[C@H](O)[C@H](O)COP(=O)(O)O 6-phosphogluconic acid neopentyl ester